5-chloro-2-(4-cyclopropyl-6-methoxy-pyrimidin-5-yl)-4-methylsulfonyl-pyrimidine ClC=1C(=NC(=NC1)C=1C(=NC=NC1OC)C1CC1)S(=O)(=O)C